C[C@H]1CN(C[C@@H](N1)C)C=1C=CC(=C2N=C(SC21)OC)C(=O)NC2=CC1=CN(N=C1C(=C2)OC)C 7-((3S,5S)-3,5-dimethylpiperazin-1-yl)-2-methoxy-N-(7-methoxy-2-methyl-2H-indazol-5-yl)benzo[d]thiazole-4-carboxamide